C(N)(=N)C1=CC=C(C=C1)CNC1=C(C(=NN1C(=O)C=1C=C(C(=O)O)C=CC1)C1CN(C(C1)O)S(N(C)C)(=O)=O)C 3-(5-{[(4-carbamimidoylphenyl)methyl]amino}-3-[1-(dimethylsulfamoyl)-5-hydroxypyrrolidin-3-yl]-4-methyl-1H-pyrazole-1-carbonyl)benzoic acid